N-methyl-N-(3-(6-(4-(4-methylpiperazin-1-yl)phenyl)furo[3,2-b]pyridin-3-yl)phenyl)acetamide CN(C(C)=O)C1=CC(=CC=C1)C1=COC=2C1=NC=C(C2)C2=CC=C(C=C2)N2CCN(CC2)C